C(C)N=S(C(F)(F)F)(=O)C=1C=CC2=C(N=C(O2)C2=NC=C(C=C2S(=O)(=O)CC)C2=NC=CC=N2)C1 ethylimino-[2-(3-ethylsulfonyl-5-pyrimidin-2-yl-2-pyridyl)-1,3-benzoxazol-5-yl]-oxo-(trifluoromethyl)-λ6-sulfane